CC1=C(C(=C(C(=C1C)OC)C)C)O 2,3,5,6-tetramethyl-4-methoxyphenol